N-{1-(Bicyclo[3.2.1]octan-3-yl)-2-oxo-2-[(2-oxospiro-[indoline-3,4'-tetrahydropyran]-6-yl)amino]ethyl}-2-methyl-pyrazole-3-carboxamide C12CC(CC(CC1)C2)C(C(NC2=CC=C1C(=C2)NC(C12CCOCC2)=O)=O)NC(=O)C=2N(N=CC2)C